4'-(4-methyl-4H-1,2,4-triazol-3-yl)-6-(pyridin-3-yl)-[1,1'-biphenyl]-2-carbonitrile CN1C(=NN=C1)C1=CC=C(C=C1)C=1C(=CC=CC1C=1C=NC=CC1)C#N